bis(isocyanatoethyl) sulfide N(=C=O)CCSCCN=C=O